rac-(3S)-3-fluoropyrrolidine hydrochloride Cl.F[C@@H]1CNCC1 |r|